C1(CC1)NC1=C2C(=NC(=C1)C1=C(C=CC=C1OC)C1(CCN(CC1)C=O)N1CCOCC1)N(C=C2C(F)(F)F)COCC[Si](C)(C)C 4-((4-(cyclopropylamino)-3-(trifluoromethyl)-1-((2-(trimethylsilyl)ethoxy)methyl)-1H-pyrrolo[2,3-b]pyridine-6-yl)3-methoxyphenyl)(4-morpholinopiperidine-1-yl)methanone